(E)-12-hexadecenoic acid C(CCCCCCCCCC\C=C\CCC)(=O)O